7-(2-(4,4-difluoropiperidine-1-carbonyl)benzo[b]thiophen-7-yl)-3-methylpyrido[3,2-d]pyrimidin-4(3H)-one FC1(CCN(CC1)C(=O)C1=CC2=C(S1)C(=CC=C2)C2=CC=1N=CN(C(C1N=C2)=O)C)F